cumyl monochloroacetate ClCC(=O)OC(C)(C)C1=CC=CC=C1